1-((cis)-bicyclo[3.1.0]hexan-3-yl)-4-((5-bromopyridin-2-yl)methyl)-1,4-dihydropyrazine-2,3-dione C12CC(CC2C1)N1C(C(N(C=C1)CC1=NC=C(C=C1)Br)=O)=O